{1-[1-(2-fluoro-4-hydroxybenzoyl)piperidin-4-yl]-3-[4-(1H-pyrrolo[2,3-b]pyridin-4-yl)-1H-pyrazol-1-yl]azetidin-3-yl}acetonitrile FC1=C(C(=O)N2CCC(CC2)N2CC(C2)(N2N=CC(=C2)C2=C3C(=NC=C2)NC=C3)CC#N)C=CC(=C1)O